[2H]C([2H])([2H])[N+](C([2H])([2H])[2H])(C([2H])([2H])[2H])[O-] Trimethylamine-d9 N-oxide